BrC=1C=CC(=NC1OC[C@H]1[C@@H](C1)CO[Si](C)(C)C(C)(C)C)C(=O)NC(C(=O)OCC)(CC)CC |r| (Rac)-trans-ethyl 2-(5-bromo-6-((2-(((tertbutyldimethylsilyl)oxy)methyl)cyclopropyl)methoxy)picolinamido)-2-ethylbutanoate